N1N=CC(=C1)C=1C=CC2=C(C1)COC=1N=C(SC12)N1CC(CC1)NC(C)(C)C 1-(7-(1H-pyrazol-4-yl)-5H-isochromeno[3,4-d]thiazol-2-yl)-N-(tert-butyl)pyrrolidin-3-amine